[(2R,3S,4R,5R)-5-(4-aminopyrrolo[2,1-f][1,2,4]triazin-7-yl)-5-cyano-3,4-dihydroxy-tetrahydrofuran-2-yl]methyl propylsulfanylformate C(CC)SC(=O)OC[C@H]1O[C@@]([C@@H]([C@@H]1O)O)(C#N)C1=CC=C2C(=NC=NN21)N